2-Aminoethoxy-2-Ethanol NCCOCCO